C(C)(C)NC(=O)C=1C=C(C2=C(C(CO2)C2=CC=CC=C2)C1)C(=O)NC N5-isopropyl-N7-methyl-3-phenyl-2,3-dihydrobenzofuran-5,7-dicarboxamide